methyl 1-(cis-8-oxabicyclo[3.2.1]octan-3-yl)-2-oxo-1,2-dihydropyridine-3-carboxylate C12CC(CC(CC1)O2)N2C(C(=CC=C2)C(=O)OC)=O